2-((5-Fluoroisoindolin-2-yl)methyl)-5-((4-(methylsulfonyl)benzyl)oxy)-4H-pyran-4-one FC=1C=C2CN(CC2=CC1)CC=1OC=C(C(C1)=O)OCC1=CC=C(C=C1)S(=O)(=O)C